ClC1=CC=2N(C=C1)C(=CN2)C2=CC=CC(=N2)N[C@H]2CNC[C@@H]2F 6-(7-chloroimidazo[1,2-a]pyridin-3-yl)-N-((3S,4S)-4-fluoropyrrolidin-3-yl)pyridin-2-amine